4-(2-fluoro-6-methoxyphenyl)-2-(6-(4-isopropylpiperazin-1-yl)pyridin-2-yl)-2,3-dihydro-1H-pyrrolo[3,4-c]pyridin-1-one FC1=C(C(=CC=C1)OC)C1=NC=CC2=C1CN(C2=O)C2=NC(=CC=C2)N2CCN(CC2)C(C)C